N1(CCNCC1)C1=C(N)C=C(C=C1)C(F)(F)F 2-(piperazin-1-yl)-5-(trifluoromethyl)aniline